COC1=C(CNC2=NC=3C(=CC(=CC3C=3N2N=C(N3)CC=3C=NN(C3)CCCC(=O)OCC)F)OC)C=CC(=C1)OC ethyl 4-(4-((5-((2,4-dimethoxybenzyl)amino)-9-fluoro-7-methoxy-[1,2,4]triazolo[1,5-c]quinazolin-2-yl)methyl)-1H-pyrazol-1-yl)butanoate